5,7,4'-Trimethoxyflavonesulfonamide COC1=C2C(C(=C(OC2=CC(=C1)OC)C1=CC=C(C=C1)OC)S(=O)(=O)N)=O